4-O-β-D-Glucopyranosyl-D-galactose [C@@H]1([C@H](O)[C@@H](O)[C@H](O)[C@H](O1)CO)O[C@H]([C@@H]([C@H](C=O)O)O)[C@H](O)CO